3-(4-(2,4-dichlorophenyl)-2-methyloxazol-5-yl)-10-methyl-10H-phenoxazine ClC1=C(C=CC(=C1)Cl)C=1N=C(OC1C=1C=CC=2N(C3=CC=CC=C3OC2C1)C)C